BrC=1C=C(C=C2CN(CC12)C(=O)OCC1=CC=CC=C1)C(=O)OC 2-benzyl 5-methyl 7-bromoisoindoline-2,5-dicarboxylate